ClCC1=NC(=C2C(=N1)N(N=C2)C2=CC(=CC=C2)OC)O 6-(chloromethyl)-1-(3-methoxyphenyl)-1H-pyrazolo[3,4-d]pyrimidin-4-ol